8-Amino-N-((1-cyanocyclobutyl)methyl)-3-(2-methyl-5-(1,1,1-trifluoro-2-hydroxypropan-2-yl)phenyl)imidazo[1,2-a]pyrazine-6-carboxamide trifluoroacetate salt FC(C(=O)O)(F)F.NC=1C=2N(C=C(N1)C(=O)NCC1(CCC1)C#N)C(=CN2)C2=C(C=CC(=C2)C(C(F)(F)F)(C)O)C